C1(CC1)C([C@@H](C(=O)NC=1C=NN(C1)CC=1N(N=CC1)CC(F)F)NC(=O)C1=NON=C1C)C1CC1 N-[(1S)-1-(dicyclopropyl-methyl)-2-[[1-[[2-(2,2-difluoroethyl)pyrazol-3-yl]methyl]pyrazol-4-yl]amino]-2-oxo-ethyl]-4-methyl-1,2,5-oxadiazole-3-carboxamide